C(C)OC(C1=CC(=CC(=C1)O)Br)=O 3-Bromo-5-hydroxybenzoic Acid Ethyl Ester